7-[dimethyl(oxo)-λ5-phosphoranyl]-3-(2-{[(1S,3S)-3-[(6-aminohexyl)amino]cyclopentyl]amino}-5-(trifluoromethyl)pyrimidin-4-yl)-1H-indole-6-carboxylic acid CP(C=1C(=CC=C2C(=CNC12)C1=NC(=NC=C1C(F)(F)F)N[C@@H]1C[C@H](CC1)NCCCCCCN)C(=O)O)(=O)C